NC=1C=CC(=C([O-])C1)C.[Li+] lithium 5-amino-2-methylphenoxide